1-(4-(4-amino-1-(1-methylazetidin-3-yl)-1H-pyrazolo[3,4-d]pyrimidin-3-yl)-2-fluorophenyl)-3-(4-((4-methylpiperazin-1-yl)methyl)-3-(trifluoromethyl)phenyl)urea NC1=C2C(=NC=N1)N(N=C2C2=CC(=C(C=C2)NC(=O)NC2=CC(=C(C=C2)CN2CCN(CC2)C)C(F)(F)F)F)C2CN(C2)C